(R)-2-(2'-Chloro-5'-methoxy-6-methyl-[4,4'-bipyridine]-3-carboxamido)-N-((1r,3R)-3-hydroxycyclobutyl)-4,5,6,7-tetrahydrobenzo[d]thiazole-6-carboxamide ClC1=NC=C(C(=C1)C1=C(C=NC(=C1)C)C(=O)NC=1SC2=C(N1)CC[C@H](C2)C(=O)NC2CC(C2)O)OC